C(C)C1C(C(C(CC1)CC)C(=O)OCCCCCCCCCCCC)C(=O)OCCCCCCCCCCCC didodecyl 3,6-diethylcyclohexane-1,2-dicarboxylate